ClC=1C=CC(=NC1C1=NN=C(N1C)C1=C(C=CC=C1F)F)O 5-chloro-6-(5-(2,6-difluorophenyl)-4-methyl-4H-1,2,4-triazol-3-yl)pyridin-2-ol